3-Chloro-6-nitro-2-(trifluoromethyl)-4H-1-benzopyran-4-one ClC1=C(OC2=C(C1=O)C=C(C=C2)[N+](=O)[O-])C(F)(F)F